ClC1=C(C(=CC=C1)Cl)C1=CC=C(C=C1)C(=O)NC1=NC=C(C=C1)O 2',6'-dichloro-N-(5-hydroxy-pyridin-2-yl)-[1,1'-biphenyl]-4-carboxamide